ClC1=C(C=C(OCC(=O)NC23CC(C2)(C3)NC(COC3=CC(=C2C=NNC2=C3)F)=O)C=C1)F 2-(4-chloro-3-fluorophenoxy)-N-(3-{2-[(4-fluoro-1H-indazol-6-yl)oxy]acetamido}bicyclo[1.1.1]pentan-1-yl)acetamide